(S)-5-((5-(2-fluoro-6-(pyrrolidin-3-ylmethoxy)phenyl)-1H-pyrazol-3-yl)amino)pyrazine-2-carbonitrile FC1=C(C(=CC=C1)OC[C@@H]1CNCC1)C1=CC(=NN1)NC=1N=CC(=NC1)C#N